isopropyl-N'-phenyl-p-phenylenediamine C(C)(C)N(C1=CC=C(C=C1)N)C1=CC=CC=C1